trans-(1R,2R)-diaminocyclohexane NC1(CCCCC1)N